C12COCCC2(C1)C=1C(=NC=C(C1)C#C[Si](C(C)C)(C(C)C)C(C)C)O[C@H]1C[C@H](NC1)C(=O)OC Methyl (2S,4S)-4-[(3-{3-oxabicyclo[4.1.0]heptan-6-yl}-5-{2-[tris(propan-2-yl)silyl]ethynyl}pyridin-2-yl)oxy]pyrrolidine-2-carboxylate